N-((5-(5-(difluoromethyl)-1,3,4-oxadiazol-2-yl)pyridin-2-yl)methyl)-N-(4-fluoro-3-methyl-phenyl)ethanesulfonamide FC(C1=NN=C(O1)C=1C=CC(=NC1)CN(S(=O)(=O)CC)C1=CC(=C(C=C1)F)C)F